oxo-bis(2-methyl-4-ethyl-8-quinolinolate) O(C=1C(=NC2=C(C=CC=C2C1CC)[O-])C)C=1C(=NC2=C(C=CC=C2C1CC)[O-])C